phenylphosphorodiamidate C1(=CC=CC=C1)OP(=O)(N)N